E-vinyl phosphonate P(OC=C)([O-])=O